(S)-1-(3-(4-amino-5-((2-(azetidin-1-yl)-6-fluorobenzo[d]oxazol-5-yl)ethynyl)-7H-pyrrolo[2,3-d]pyrimidin-7-yl)pyrrolidin-1-yl)prop-2-en-1-one NC=1C2=C(N=CN1)N(C=C2C#CC=2C(=CC1=C(N=C(O1)N1CCC1)C2)F)[C@@H]2CN(CC2)C(C=C)=O